Azetidin-3-yl-(4-(5-(trifluoromethyl)pyridin-2-yl)piperazin-1-yl)methanone hydrochloride Cl.N1CC(C1)C(=O)N1CCN(CC1)C1=NC=C(C=C1)C(F)(F)F